tert-butyl (5E)-5-[(R)-tert-butylsulfinyl]imino-3-methylspiro[7H-cyclopenta[c]pyridine-6,4'-piperidine]-1'-carboxylate C(C)(C)(C)[S@@](=O)\N=C/1\C2=C(C=NC(=C2)C)CC12CCN(CC2)C(=O)OC(C)(C)C